4-[(2R)-3-(3,4-dihydro-1H-isoquinolin-2-yl)-2-hydroxy-propyl]-N-methoxy-N-methyl-5-oxo-2,3-dihydro-1,4-benzoxazepine-8-carboxamide C1N(CCC2=CC=CC=C12)C[C@H](CN1CCOC2=C(C1=O)C=CC(=C2)C(=O)N(C)OC)O